O1N=C(C2=C1C=CC=C2)C2=C(C=CC=C2)[C@H](CC2=NC(=C(C=C2)F)S(=O)(=O)C)N (S)-1-[2-(Benzo[d]isoxazol-3-yl)phenyl]-2-(5-fluoro-6-methylsulfonylpyridine-2-yl)ethan-1-amine